BrC=1C=C(C=CC1)C=1N=C2N(C=CC=C2)C1 2-(3-bromophenyl)imidazo[1,2-a]pyridine